ClC=1C=CC(=NC1)C1(OC(C2=C(O1)C=CC=C2)C2CCN(CC2)C(C(=O)O)C)C (4-(2-(5-chloropyridin-2-yl)-2-methylbenzo[d][1,3]dioxan-4-yl)piperidin-1-yl)propionic acid